N-(4-(4,4-difluoropiperidin-1-yl)pyrimidin-2-yl)-4-(methylsulfonyl)-2-(6-azaspiro[2.5]octan-6-yl)benzamide FC1(CCN(CC1)C1=NC(=NC=C1)NC(C1=C(C=C(C=C1)S(=O)(=O)C)N1CCC2(CC2)CC1)=O)F